C1(=CC=CC2=CC=CC=C12)C(=O)N1CCN(CC1)C([C@H](CCCCNC(C=C)=O)NC(=O)C1CC1)=O (S)-N-(1-(4-(1-naphthoyl)piperazin-1-yl)-6-acrylamido-1-oxohexan-2-yl)cyclopropanecarboxamide